C(C)OC(=O)C=1C(N(C(=C(C1)Br)C(N)=O)C1=CC=C(C=C1)F)=O 5-bromo-6-carbamoyl-1-(4-fluorophenyl)-2-oxo-1,2-dihydropyridine-3-carboxylic acid ethyl ester